C1=CC=C(C(=C1)C2=CC=C(C=C2)S)C3=CC=C(C=C3)S Terphenyl-4,4''-dithiol